2-[1-(3,3-dimethylcyclopentyl)ethoxy]-2-methylpropyl propionate C(CC)(=O)OCC(C)(C)OC(C)C1CC(CC1)(C)C